1-Benzyl-3-(5-(2-fluoro-5-((4-oxo-3,4-dihydrophthalazin-1-yl)methyl)phenyl)-1H-benzoimidazol-2-yl)urea C(C1=CC=CC=C1)NC(=O)NC1=NC2=C(N1)C=CC(=C2)C2=C(C=CC(=C2)CC2=NNC(C1=CC=CC=C21)=O)F